C(C)N1N=CC(=C1)C=1C=C2C=C(N=NC2=C(C1)NC(OC(C)(C)C)=O)NC(=O)[C@H]1[C@H](C1)F tert-butyl N-[6-(1-ethylpyrazol-4-yl)-3-[[(1S,2S)-2-fluoro cyclopropanecarbonyl]amino]cinnolin-8-yl]carbamate